6-((2,6-dimethyl-pyrimidin-4-yl)amino)-N-ethoxy-4-((4-isopropyl-2-(N-methyl-methanesulfonamido)phenyl)amino)nicotinamide CC1=NC(=CC(=N1)NC1=NC=C(C(=O)NOCC)C(=C1)NC1=C(C=C(C=C1)C(C)C)N(S(=O)(=O)C)C)C